FC1=C(C=CC(=C1)F)C1=NC(=CC=2N=C(N(C(C21)=O)C)C)N2C[C@@H](OCC2)C=2C=NN(C2)C 5-(2,4-difluorophenyl)-2,3-dimethyl-7-((2S)-2-(1-methyl-1H-pyrazol-4-yl)-4-morpholinyl)pyrido[4,3-d]pyrimidin-4(3H)-one